3-bromo-5-(3,5-dimethoxybenzyl)-9,9-dimethyl-5,8,9,10-tetrahydro-6H-pyrido[2,3-e]pyrimido[1,2-c]pyrimidin-6-one BrC1=CC2=C(C=3N(C(N2CC2=CC(=CC(=C2)OC)OC)=O)CC(CN3)(C)C)N=C1